9-(4-(dimethylamino)butoxy)heptadecanedioic Dichloride CN(CCCCOC(CCCCCCCC(=O)Cl)CCCCCCCC(=O)Cl)C